O1CCC2=C1C(=CC=C2)CN2CCC(CC2)CCNC(=O)C2CCN(CC2)C2=CC=C(C=C2)OC(F)(F)F N-{2-[1-(2,3-dihydro-1-benzofuran-7-ylmethyl)piperidin-4-yl]ethyl}-1-[4-(trifluoromethoxy)phenyl]piperidine-4-carboxamide